O([C@H]1[C@H](O)[C@@H](O)[C@@H](O)[C@H](O1)CO)C1[C@H](O)[C@@H](O)[C@H](O)[C@H](O1)CO glucopyranosyl-(1→4) β-D-galactopyranoside